C(C)(C)(C)C1=CC=C(C=N1)C(=O)NCC1=NC(=NO1)C=1N(C2=CC=CC(=C2C1)N[C@H]1[C@H](CN(CC1)C)F)CC(F)(F)F 6-tert-butyl-N-{[3-(4-{[(3S,4R)-3-fluoro-1-methylpiperidin-4-yl]amino}-1-(2,2,2-trifluoroethyl)-1H-indol-2-yl)-1,2,4-oxadiazol-5-yl]methyl}pyridine-3-carboxamide